NN1C(=NC(=C1C(=O)N)C1=CC=C(C=C1)C(NC1=NC=CC(=C1)OC)=O)[C@H]1N(CCC1)C(\C=C\C)=O (S,E)-1-Amino-2-(1-(but-2-enoyl)pyrrolidin-2-yl)-4-(4-((4-methoxypyridin-2-yl)carbamoyl)phenyl)-1H-imidazol-5-carboxamid